O.[OH-] hydroxide monohydrate